1-phenyl-1-(4-methylphenyl)sulfonyloxymethyl-1-hydroxy-1-benzoylmethane C1(=CC=CC=C1)C(C(C1=CC=CC=C1)=O)(O)COS(=O)(=O)C1=CC=C(C=C1)C